(3-(3-(dimethylamino)propyl)-5-fluorophenyl)-3-ethynyl-4-methylbenzamide CN(CCCC=1C=C(C=C(C1)F)C1=C(C(=O)N)C=CC(=C1C#C)C)C